tert-butyl 3-fluoro-3-(pyrrolidin-1-ylmethyl)azetidine-1-carboxylate FC1(CN(C1)C(=O)OC(C)(C)C)CN1CCCC1